CC1=CC=C(C=C1)COC1=CC=C(C=C1)C(C)(C)CC 1-methyl-4-((4-(tert-amyl)phenoxy)methyl)benzene